FC=1C=C(C=C2CN(C(C12)=O)C1C(NC(CC1)=O)=O)OC(F)(F)F 3-(7-fluoro-1-oxo-5-(trifluoromethoxy)isoindolin-2-yl)piperidine-2,6-dione